FC=1C=CC(=C(C1)C(C(=O)NC=1SC=CN1)N1C(C2=CC(=CC=C2C1)C=1CCN(CC1)C1CCN(CC1)C)=O)O 2-(5-fluoro-2-hydroxyphenyl)-2-(6-(1-(1-methylpiperidin-4-yl)-1,2,3,6-tetrahydropyridin-4-yl)-1-oxoisoindol-2-yl)-N-(thiazol-2-yl)acetamide